(R)-N-(2-methyl-4-(N-(1-(piperidin-4-yl)ethyl)sulfamoyl)phenyl)thiazole-5-carboxamide Diisononyl-1,2-cyclohexandicarboxylat C(CCCCCC(C)C)OC(=O)C1C(CCCC1)C(=O)OCCCCCCC(C)C.CC1=C(C=CC(=C1)S(N[C@H](C)C1CCNCC1)(=O)=O)NC(=O)C1=CN=CS1